CC=1C(=NC(=CC1Cl)OC)C(=O)OC(CN(C)C)C1=CC(=CC(=C1)F)F 1-(3,5-difluorophenyl)-2-(dimethylamino)ethan-1-ol methyl-4-chloro-6-methoxy-picolinate